ClC=1C=C2C(=NC1C1=CC=C(C=C1)C1=CC=C(C=C1)CNC(CC(=O)O)CC(=O)O)N=C(N2)O[C@H]2[C@@H]1[C@H](OC2)[C@@H](CO1)O 3-(((4'-(6-chloro-2-(((3R,3aR,6R,6aR)-6-hydroxyhexahydrofuro[3,2-b]furan-3-yl)oxy)-1H-imidazo[4,5-b]pyridin-5-yl)-[1,1'-biphenyl]-4-yl)methyl)amino)pentanedioic acid